2-cyano-piperazine-1-carboxylate C(#N)C1N(CCNC1)C(=O)[O-]